C(C)(=O)OCC 1-Ethyl acetate